O=C(C(C)C=1C=C(C=CC1)C=1N=CC(=NC1)NC(C=CC)=O)NC=1SC(=CN1)C(F)(F)F N-(5-(3-(1-oxo-1-((5-(trifluoromethyl)thiazol-2-yl)amino)propan-2-yl)phenyl)pyrazin-2-yl)but-2-enamide